B(O)O.S1C=CC2=C1C=CC=C2 benzothiophene boronate